ethyl telluride C(C)[Te]CC